C(C)C1=CC=C(C(=O)NC=2C=CC3=C(C(=CS3)C3CCN4CCCCC4CC3)C2)C=C1 5-(4-ethylbenzoyl)amino-3-(1-azabicyclo[5.4.0]undecan-4-yl)-benzothiophene